5-bromo-deoxycytidine-5'-triphosphate P(O)(=O)(OP(=O)(O)OP(=O)(O)O)OC[C@@H]1[C@H](C[C@@H](O1)N1C(=O)N=C(N)C(=C1)Br)O